C(C1=CC=CC=C1)CNS(=O)=O N-benzylmethylsulfonamide